methyl 2-(3-bromo-4-hydroxyphenyl)-2-methylpropanoate BrC=1C=C(C=CC1O)C(C(=O)OC)(C)C